FC(C(CC)(F)F)(F)OC(C(CC)(F)F)(F)F di(1,1,2,2-tetrafluorobutyl)ether